1-allyl-3-vinylimidazole bromide salt [Br-].C(C=C)N1CN(C=C1)C=C